CN1CCC(CC1)SC(=O)N(CCCC(=O)O)CCCC(OC(CCCCCC)CCCCCCC)=O 4-((((1-methylpiperidin-4-yl)thio)carbonyl)(4-oxo-4-(tetradecan-7-yloxy)butyl)amino)butanoic acid